C(CCCCC\C=C\C=C\CC)CC(=O)[O-] (E,E)-7,9-dodecadienylacetate